6,6-difluoro-N-(5-(2-((3aR,5r,6aS)-2-(2,2,2-trifluoroethyl)octa-hydrocyclopenta[c]pyrrol-5-yl)ethoxy)-1H-indol-3-yl)bicyclo[3.1.0]hex-ane-3-carboxamide FC1(C2CC(CC12)C(=O)NC1=CNC2=CC=C(C=C12)OCCC1C[C@@H]2[C@@H](CN(C2)CC(F)(F)F)C1)F